O=C1NC(CCC1NC1=CC=C(C=C1)C1CCN(CC1)CC1=CC=C(C=C1)C=1C=C2C(=NC=NN2C1)C1=CC(=C(CNC(OC(C)(C)C)=O)C=C1)C)=O tert-butyl 4-(6-(4-((4-(4-((2,6-dioxopiperidin-3-yl)amino)phenyl)piperidin-1-yl)methyl)phenyl)pyrrolo[2,1-f][1,2,4]triazin-4-yl)-2-methylbenzylcarbamate